FC(OC1=C(C=C(C=C1)B1OC(C(O1)(C)C)(C)C)F)F 2-(4-difluoromethoxy-3-fluorophenyl)-4,4,5,5-tetramethyl-[1,3,2]dioxaborolane